[C].O1CC1 oxirane carbon